(1R,3S)-3-{3-[(1,2-oxazol-3-ylacetyl)amino]-1H-pyrazol-5-yl}cyclopentyl(1-methylcyclopropyl)carbamate O1N=C(C=C1)CC(=O)NC1=NNC(=C1)[C@@H]1C[C@@H](CC1)N(C([O-])=O)C1(CC1)C